2-hydroxy-2-(pyridin-2-yl)acetamide OC(C(=O)N)C1=NC=CC=C1